FC1=C(N(N=C1)C)C(=O)O 4-fluoro-2-methylpyrazole-3-carboxylic acid